N[C@H](CC(=O)O)CC1=CC=C(C=C1)Br (S)-3-amino-4-(4-bromophenyl)-butyric acid